NC1=NC=2C=NC(=CC2C2=C1C=NN2C)C(=O)N2[C@@H]1C3=C([C@H](CC2)C1)C=C(C=C3)OC(F)F (4-amino-1-methyl-1H-pyrazolo[4,3-c][1,7]naphthyridin-8-yl)((1S,5R)-7-(difluoromethoxy)-1,3,4,5-tetrahydro-2H-1,5-methanobenzo[c]azepin-2-yl)methanone